tert-Butyl 5-((2-(3-(dimethylamino)acryloyl)pyrimidin-4-yl)ethynyl)-1H-indazole-1-carboxylate CN(C=CC(=O)C1=NC=CC(=N1)C#CC=1C=C2C=NN(C2=CC1)C(=O)OC(C)(C)C)C